2-(2-hydroxypropan-2-yl)quinazoline OC(C)(C)C1=NC2=CC=CC=C2C=N1